CC(CC=O)CC=C(CCCCCC)C 3,6-dimethyldodec-5-enal